7-chloro-3-fluoro-1H-pyrrolo[3,2-b]pyridine-5-carbonitrile ClC1=C2C(=NC(=C1)C#N)C(=CN2)F